4-bromothieno[2,3-c]pyridin-7(6H)-one BrC=1C2=C(C(NC1)=O)SC=C2